O-methyl-N-[(2-methyl-5-thiazolyl)carbonyl]-L-serineyl-O-methyl-N-[(1S)-2-[(2R)-2-methyl-2-oxiranyl]-2-oxo-1-(phenylmethyl)ethyl]-L-serine amide COC[C@H](NC(=O)C1=CN=C(S1)C)C(=O)N[C@@H](COC)C(=O)N[C@H](C(=O)[C@@]1(OC1)C)CC1=CC=CC=C1